FC(C(NC1=CC=C(C=C1)C1=CC=2C(=NC=CC2N1)N1CCOCC1)C1CCN(CC1)C(C=C)=O)(F)F 1-(4-(2,2,2-trifluoro-1-((4-(4-morpholino-1H-pyrrolo[3,2-c]pyridin-2-yl)phenyl)amino)ethyl)piperidin-1-yl)prop-2-en-1-one